ClC1=CC(=C(C=C1)C(C(N1CCC2=CC=C(C=C12)OC(F)(F)F)=O)NC=1C=C(OCCC(C(=O)OC)(C)C)C=C(C1)OC)OC methyl 4-(3-((1-(4-chloro-2-methoxyphenyl)-2-oxo-2-(6-(trifluoromethoxy) indolin-1-yl) ethyl) amino)-5-methoxyphenoxy)-2,2-dimethylbutyrate